Tri(2-ethyl-3-methyl-1-pentyl)citrat C(C)C(CC(C(C(C(=O)[O-])(CC(C(CC)C)CC)CC(C(CC)C)CC)(O)C(=O)[O-])C(=O)[O-])C(CC)C